tert-butyl 4-(2-(4-(4-(((benzyloxy)carbonyl)amino)-2-fluorophenyl)piperidin-1-yl)ethyl)-4-hydroxypiperidine-1-carboxylate C(C1=CC=CC=C1)OC(=O)NC1=CC(=C(C=C1)C1CCN(CC1)CCC1(CCN(CC1)C(=O)OC(C)(C)C)O)F